C(C)(C)(C)[C@@H]1CC=2C=C3C(=NC2CC1)SC(=C3)C(=O)N[C@H](CCN3CC(C3)O)C3=CC=CC=C3 (6S)-6-tert-butyl-N-[(1R)-3-(3-hydroxyazetidin-1-yl)-1-phenylpropyl]-5,6,7,8-tetrahydrothieno[2,3-b]quinoline-2-carboxamide